O1CCN(CC1)CCCCC(=O)OC(COC(CCC(OCCCCCCCC)OCCCCCCCC)=O)C(COC(CCCCCCCCCCCCCCCC)=O)OC(CCCCN1CCOCC1)=O 1-((4,4-bis(octyloxy)butanoyl)oxy)-4-(heptadecanoyloxy)butane-2,3-diyl bis(5-morpholinopentanoate)